CC(CCO)CCCC(CCCC(C)C)C 3,7,11-trimethyldodecan-1-ol